IC1=CNC2=NC=CN=C21 7-iodo-5H-pyrrolo[2,3-b]pyrazine